2-(acetamido)caproic acid C(C)(=O)NC(C(=O)O)CCCC